tert-butyl 3-(4-aminopyrazol-1-yl)pyrrolidine-1-carboxylate NC=1C=NN(C1)C1CN(CC1)C(=O)OC(C)(C)C